(S)-7-(2-benzyl-3-chloro-7-oxo-2,4,5,7-tetrahydro-6H-pyrazolo[3,4-c]pyridin-6-yl)-2-(tert-butyl)-5,10-dimethyl-7,8-dihydro-oxazolo[4',5':4,5]benzo[1,2-b][1,4]oxazepin-6(5H)-one C(C1=CC=CC=C1)N1N=C2C(N(CCC2=C1Cl)[C@@H]1C(N(C2=C(OC1)C(=C1C(=C2)N=C(O1)C(C)(C)C)C)C)=O)=O